2-benzoyl-3-hydroxy-5,6-dimethoxy-3-phenyl-isoindoline-1-one C(C1=CC=CC=C1)(=O)N1C(C2=CC(=C(C=C2C1(C1=CC=CC=C1)O)OC)OC)=O